(6R)-N'-((1,2,3,5,6,7-hexahydro-s-indacen-4-yl)carbamoyl)-6-methoxy-5,6,7,8-tetrahydropyrazolo[5,1-b][1,3]oxazepine-3-sulfonimidamide C1CCC2=C(C=3CCCC3C=C12)NC(=O)N=S(=O)(N)C=1C=NN2C1OC[C@@H](CC2)OC